(R)-2-fluoro-N-(8-methylisoquinolin-1-yl)-4-((4-(3-oxopyrrolidin-1-yl)pyrimidin-2-yl)amino)-N-(piperidin-3-yl)benzamide FC1=C(C(=O)N([C@H]2CNCCC2)C2=NC=CC3=CC=CC(=C23)C)C=CC(=C1)NC1=NC=CC(=N1)N1CC(CC1)=O